3-chloro-2-(2,2-difluoroethenyl)-6-methylphenol ClC=1C(=C(C(=CC1)C)O)C=C(F)F